NC1=CC=CC(=N1)S(=O)(=O)NC(=O)C=1C(=NC(=CC1)CC)OC1=C(C=C(C=C1C)C)C N-[(6-Amino-2-pyridyl)sulfonyl]-6-ethyl-2-(2,4,6-trimethylphenoxy)pyridin-3-carboxamid